COC(=O)C=1C(=NC=2CCCC(C2C1)=O)O 2-hydroxy-5-oxo-5,6,7,8-tetrahydroquinoline-3-carboxylic acid methyl ester